benzyl 1-[1-(2,6-dioxo-3-piperidyl)-2-oxo-benzo[cd]indol-5-yl]piperidine-4-carboxylate O=C1NC(CCC1N1C(C2=C3C(C=CC=C13)=C(C=C2)N2CCC(CC2)C(=O)OCC2=CC=CC=C2)=O)=O